BrC1=C(C(=C(C=C1)C=1N=NN(C1)[C@H]1[C@H]([C@H](O[C@@H]([C@@H]1OC)CN1N=NC(=C1)C1(COC1)C)CO)O)F)F (2R,3R,4S,5R,6R)-4-(4-(4-bromo-2,3-difluorophenyl)-1H-1,2,3-triazol-1-yl)-2-(hydroxymethyl)-5-methoxy-6-((4-(3-methyloxetan-3-yl)-1H-1,2,3-triazol-1-yl)methyl)tetrahydro-2H-pyran-3-ol